3-((3-(4-(2-(isobutylsulfonyl)phenoxy)-3-(trifluoromethyl)phenyl)-1,2,4-oxadiazol-5-yl)methyl)-1-(2-morpholinoethyl)-8-(pyridazin-3-ylmethyl)-1,3,8-triazaspiro[4.5]decane-2,4-dione C(C(C)C)S(=O)(=O)C1=C(OC2=C(C=C(C=C2)C2=NOC(=N2)CN2C(N(C3(C2=O)CCN(CC3)CC=3N=NC=CC3)CCN3CCOCC3)=O)C(F)(F)F)C=CC=C1